[C-]#[C-] Acetylide